CC1=CC=CC(=N1)C1=C(N=CN1)C=1C=C2C=C(C=NC2=CC1)C(=O)OCCCCN1C[C@@H](N[C@@H](C1)C)C 4-((3S,5R)-3,5-dimethylpiperazin-1-yl)butyl 6-(5-(6-methylpyridin-2-yl)-1H-imidazol-4-yl)quinoline-3-carboxylate